Ethyl 2-[[4-[[4-[(tert-butoxycarbonylamino)methyl]triazol-1-yl]methyl]phenyl]carbamoyl]-4-methyl-pentanoate C(C)(C)(C)OC(=O)NCC=1N=NN(C1)CC1=CC=C(C=C1)NC(=O)C(C(=O)OCC)CC(C)C